IC1=C(C2=C(N(C(=N2)C)C)C=C1C(F)(F)F)O 5-iodo-1,2-dimethyl-6-(trifluoromethyl)-1H-benzo[d]imidazol-4-ol